N-(((2S,3R)-6,6-difluoro-2-methylmorpholin-3-yl)methyl)-4-methyl-5-(trifluoromethyl)pyrimidin-2-amine hydrochloride Cl.FC1(O[C@H]([C@H](NC1)CNC1=NC=C(C(=N1)C)C(F)(F)F)C)F